[I-].C(C)(C)N1C=C([N+]2=C1C=CC=C2)C(C)C 1,3-diisopropyl-1H-imidazo[1,2-a]pyridin-4-ium iodide